tetradecyl 3-((3-(2-hexyldecanamido)-4-oxo-4-((2-(piperidin-1-yl)ethyl)amino)butyl)thio)propanoate C(CCCCC)C(C(=O)NC(CCSCCC(=O)OCCCCCCCCCCCCCC)C(NCCN1CCCCC1)=O)CCCCCCCC